ClCCCC=CC=C 1-chloro-4,6-heptadiene